(E)-5-(2-cyclopropylvinyl)pyridin-2-amine C1(CC1)/C=C/C=1C=CC(=NC1)N